C1(CC1)CN1C2CC(CC1CC2)N2CCC(CC2)C=2C=CC1=C(N(C(=N1)C1=CC=C(C=C1)S(=O)(=O)C)C)C2F 6-(1-(8-(cyclopropylmethyl)-8-azabicyclo[3.2.1]oct-3-yl)piperidin-4-yl)-7-fluoro-1-methyl-2-(4-(methylsulfonyl)phenyl)-1H-benzo[d]imidazole